NC1=NC2=CC=C(C=C2C=C1C)C(=O)N(CC1=NC=C(C=C1)C(F)(F)F)[C@@H]1CC[C@@H](C2=CC=CC=C12)C 2-amino-3-methyl-N-((1R,4S)-4-methyl-1,2,3,4-tetrahydro-1-naphthalenyl)-N-((5-(trifluoromethyl)-2-pyridinyl)methyl)-6-quinolinecarboxamide